C(C)(C)(C)P(C1=CC=C(C=C1)N(C)C)(C(C)(C)C)[Pd-2](Cl)(Cl)P(C(C)(C)C)(C(C)(C)C)C1=CC=C(C=C1)N(C)C Bis-(di-tert.-butyl-(4-dimethylaminophenyl)-phosphino)-dichloro-palladium(II)